Cl.C1(CCCC1)NC(=O)C1=CSC(=C1)[C@H]1[C@@H](C1)NC1CCOCC1 N-cyclopentyl-5-(trans-2-(tetrahydro-2H-pyran-4-ylamino)cyclopropyl)thiophene-3-carboxamide Hydrochloride